(5-amino-8-(2-methoxy-6-methylpyridin-4-yl)-2-(pyridin-2-ylmethyl)-[1,2,4]triazolo[1,5-c]pyrimidin-7-yl)benzonitrile NC1=NC(=C(C=2N1N=C(N2)CC2=NC=CC=C2)C2=CC(=NC(=C2)C)OC)C2=C(C#N)C=CC=C2